4-(4-chloro-3,5-difluoro-phenyl)-6,7-dimethyl-2-[rac-(2r,4s)-2-(2-methyl-4-pyridinyl)tetrahydropyran-4-yl]Pteridine ClC1=C(C=C(C=C1F)C1=NC(=NC2=NC(=C(N=C12)C)C)[C@@H]1C[C@@H](OCC1)C1=CC(=NC=C1)C)F |r|